1-(4-(5-Chloro-2-((1-(cyclopropylsulfonyl)piperidin-4-yl)amino)pyrimidin-4-yl)-1H-pyrazol-1-yl)-2-methylpropan-2-ol ClC=1C(=NC(=NC1)NC1CCN(CC1)S(=O)(=O)C1CC1)C=1C=NN(C1)CC(C)(O)C